N-((1,2,3,5,6,7-hexahydro-s-indacen-4-yl)carbamoyl)-1-(prop-2-yn-1-yl)piperidine-4-sulfonamide, potassium salt [K].C1CCC2=C(C=3CCCC3C=C12)NC(=O)NS(=O)(=O)C1CCN(CC1)CC#C